ClC=1C(=NN2C1CN(CCC2)C(=O)OC(C)(C)C)C(=O)OCC O5-tert-butyl O2-ethyl 3-chloro-4,6,7,8-tetrahydropyrazolo[1,5-a][1,4]diazepine-2,5-dicarboxylate